methyl 3-hydroxy-5-methoxybenzoate compound with phenylethylamine C1(=CC=CC=C1)CCN.OC=1C=C(C(=O)OC)C=C(C1)OC